di-magnesium phosphate P(=O)([O-])([O-])[O-].[Mg+2].[Mg+2]